(D)-homoalanine N[C@H](CC)C(=O)O